[N+](=O)([O-])C1=CC2=C(NC(O2)=O)C=C1 6-nitro-1,3-benzoxazolinone